N[C@@H]1C[C@H](C1)N(C(C1=CC=C(C=C1)OCCCCCC)=O)C N-(3-amino-trans-cyclobutyl)-4-hexyloxy-N-methylbenzamide